C1(=CC=CC=C1)NC1=NC=CC(=N1)N N2-PHENYLPYRIMIDINE-2,4-DIAMINE